FC(C=1C=CC(=NC1)[C@@H](C)NCC)F (R)-1-(5-(difluoromethyl)pyridin-2-yl)-N-ethylethan-1-amine